2-(2-thienyl)-1H-benzimidazole S1C(=CC=C1)C1=NC2=C(N1)C=CC=C2